(R)-2-(3-(3,3-difluoro-1-(4-methyl-4H-1,2,4-triazol-3-yl)cyclobutyl)phenyl)-6-(1-((1-methylcyclobutyl)amino)ethyl)-4-(trifluoromethyl)isoindolin-1-one FC1(CC(C1)(C1=NN=CN1C)C=1C=C(C=CC1)N1C(C2=CC(=CC(=C2C1)C(F)(F)F)[C@@H](C)NC1(CCC1)C)=O)F